fluoro-N-(2-fluorophenyl)-2-((1,1,1-trifluoropropan-2-yl)oxy)nicotinamide FC1=NC(=C(C(=O)NC2=C(C=CC=C2)F)C=C1)OC(C(F)(F)F)C